C(#N)[C@H]1CN(C[C@@H]1C1=CC=CC=C1)C(=O)[C@@H]1CC[C@H]2N1C([C@H](CCC2)NC(=O)C2=CC1=C(S2)C=CC(=C1)C(F)P(O)(O)=O)=O ((2-(((3S,6S,9aS)-3-((3R,4S)-3-cyano-4-phenylpyrrolidine-1-carbonyl)-5-oxooctahydro-1H-pyrrolo[1,2-a]azepin-6-yl)carbamoyl)benzo[b]thiophen-5-yl)fluoromethyl)phosphonic acid